ClC1=C(C(=O)NC2=NN=NN2C)C=CC(=C1S(=O)CCC)S(=O)(=O)C 2-chloro-N-(1-methyl-1H-tetrazol-5-yl)-4-(methylsulfonyl)-3-(propylsulfinyl)benzamide